FC1(CCN(CC1)C(=O)OC(C)(C)C)C1=C2C(=NC=C1F)N(C(=N2)C2CCOCC2)COCC[Si](C)(C)C tert-butyl 4-fluoro-4-[6-fluoro-2-tetrahydropyran-4-yl-3-(2-trimethylsilylethoxymethyl)imidazo[4,5-b]pyridin-7-yl]piperidine-1-carboxylate